1-[(3R)-1,2,3,4-tetrahydro-1,5-naphthyridin-3-yl]methanamine N1C[C@H](CC2=NC=CC=C12)CN